(E)-3-(2,4-dihydroxyphenyl)-1-[4-(4-dimethylaminobenzoyl)piperazin-1-yl]prop-2-en-1-one OC1=C(C=CC(=C1)O)/C=C/C(=O)N1CCN(CC1)C(C1=CC=C(C=C1)N(C)C)=O